FC1=CC=C(C=C1)C1=NC(=NC=2[C@]3([C@H](CCC12)[C@H](C(C(C3)C#N)=O)C)C)C3=CC(=NC=C3)C (6aR,7R,10aR)-4-(4-fluorophenyl)-7,10a-dimethyl-2-(2-methylpyridin-4-yl)-8-oxo-5,6,6a,7,8,9,10,10a-octahydrobenzo[h]quinazoline-9-carbonitrile